4-(4-Methyl-piperazin-1-yl)-3-(tetrahydro-pyran-2-yloxymethyl)-phenylamine CN1CCN(CC1)C1=C(C=C(C=C1)N)COC1OCCCC1